[N-](S(=O)(=O)C(F)(F)F)S(=O)(=O)C(F)(F)F.[N-](S(=O)(=O)C(F)(F)F)S(=O)(=O)C(F)(F)F.C(C1=CC=CC=C1)N1C(N(C=C1)C)C 1-benzyl-2,3-dimethyl-imidazole bis(trifluoromethanesulfonimide) salt